(2-(4-cyanothiazolidin-3-yl)-2-oxoethyl)quinoline-4-carboxamide C(#N)C1N(CSC1)C(CC1=NC2=CC=CC=C2C(=C1)C(=O)N)=O